5-bromo-6-[3-fluoro-5-(trifluoromethyl)benzoylamino]pyridine-2-carboxylic acid methyl ester COC(=O)C1=NC(=C(C=C1)Br)NC(C1=CC(=CC(=C1)C(F)(F)F)F)=O